C1(=CC=CC=C1)C(C1=CC=CC=C1)=NCC(=O)N 2-((diphenylmethylene)amino)acetamide